methyl 2-[(3-chloro-2-hydroxy-6,8-dihydro-5H-1,7-naphthyridin-7-yl) methyl]-3-[(2S)-oxetan-2-ylmethyl]-1,3-benzodiazole-5-carboxylate ClC=1C(=NC=2CN(CCC2C1)CC=1N(C2=C(N1)C=CC(=C2)C(=O)OC)C[C@H]2OCC2)O